3-(1-{2-amino-5-[4-(4-pyrrolidin-1-yl-piperidine-1-carbonyl)-phenyl]-pyridin-3-yloxy}-ethyl)-benzoic acid NC1=NC=C(C=C1OC(C)C=1C=C(C(=O)O)C=CC1)C1=CC=C(C=C1)C(=O)N1CCC(CC1)N1CCCC1